CC1=CC(=C(C(N1)=O)CNC(OC(C)(C)C)=O)C(F)(F)F Tert-butyl (6-methyl-2-oxo-4-(trifluoromethyl)-1,2-dihydropyridin-3-yl)methylcarbamate